(2-((2R,3S,4S,5S,6R)-6-((7-amino-9H-fluoren-2-yl)oxy)-3,4,5-trihydroxytetrahydro-2H-pyran-2-yl)ethyl)phosphonic acid NC1=CC=C2C=3C=CC(=CC3CC2=C1)O[C@@H]1[C@H]([C@H]([C@@H]([C@H](O1)CCP(O)(O)=O)O)O)O